C(=C)OCC(C)C iso-Butyl vinyl ether